1-palmitoylpyrrolidine-2-carboxylic acid C(CCCCCCCCCCCCCCC)(=O)N1C(CCC1)C(=O)O